(S)-3-chloro-2-fluoro-6-(2-methyl-4-(3,3,3-trifluoropropyl)piperazin-1-yl)pyridin-4-amine ClC=1C(=NC(=CC1N)N1[C@H](CN(CC1)CCC(F)(F)F)C)F